CN1N=CC(=C1)C1=CC=C(CNC2=NC=NC(=C2)C2=CN=C3N2C=CC(=C3)N3CCOCC3)C=C1 [4-(1-methyl-1H-pyrazol-4-yl)-benzyl]-[6-(7-morpholin-4-yl-imidazo[1,2-a]pyridin-3-yl)-pyrimidin-4-yl]-amine